(3S,6S,9S,12S,15S,18R)-6-(aminomethyl)-9-cyclohexyl-16-(hex-3-yn-1-yl)-3-((S)-1-hydroxyethyl)-12-isobutyl-13,15,18-trimethyl-1,4,7,10,13,16-hexaazacyclooctadecane-2,5,8,11,14-pentaone NC[C@H]1C(N[C@H](C(N[C@@H](CN([C@H](C(N([C@H](C(N[C@H](C(N1)=O)C1CCCCC1)=O)CC(C)C)C)=O)C)CCC#CCC)C)=O)[C@H](C)O)=O